(3S)-oxopentanol O=C(CCCC)O